rac-(3S,4S)-2'-(2-ethoxypyridin-3-yl)-3-ethyl-1-(2-(trifluoromethyl)phenyl)-6',7'-dihydro-8'H-spiro[piperidine-4,5'-[1,7]naphthyridin]-8'-one C(C)OC1=NC=CC=C1C1=NC=2C(NC[C@]3(C2C=C1)[C@@H](CN(CC3)C3=C(C=CC=C3)C(F)(F)F)CC)=O |r|